2H-pyrazole-3-amine N=1NC(=CC1)N